C(#N)C1=CC=C(C=C1)C=1NC2=C(C=C(C=C2C1CCC(=O)N[C@@H]1C(NCC1)=O)F)F 3-[2-(4-Cyanophenyl)-5,7-difluoro-1H-indol-3-yl]-N-[(3S)-2-oxopyrrolidin-3-yl]propionamide